1-[(3-bromo-4-fluoro-phenoxy)methyl]cyclopropanol BrC=1C=C(OCC2(CC2)O)C=CC1F